CN1C=CC2=CC=CC(=C12)NC1=C(C(NC=C1)=O)C(=O)NC1=CC=C(C=C1)N1CCN(CC1)C 4-((1-Methyl-1H-indol-7-yl)amino)-N-(4-(4-methylpiperazin-1-yl)phenyl)-2-oxo-1,2-dihydropyridine-3-carboxamide